2-bromo-4-(N-tert-butyloxycarbonylamino)thiophene CC(C)(C)OC(=O)NC1=CSC(=C1)Br